1-(benzo[d]thiazol-6-ylsulfonyl)-3-fluoropiperidine-4-carboxamide S1C=NC2=C1C=C(C=C2)S(=O)(=O)N2CC(C(CC2)C(=O)N)F